C(C1=CC=CC=C1)OC1=CC=C(C=C1)C[C@@H]([C@@H](CN(S(=O)(=O)C1=CC2=C(OCO2)C=C1)C[C@H](CC)C)O)NC(OC(C)(C)C)=O tert-butyl ((2S,3R)-1-(4-(benzyloxy)phenyl)-3-hydroxy-4-(N-((S)-2-methylbutyl)benzo[d][1,3]dioxole-5-sulfonamido)butan-2-yl)carbamate